1-N-[4-[6-(3-ethyl-1,2,4-oxadiazol-5-yl)-7-methoxyquinolin-4-yl]oxyphenyl]-1-N'-(4-fluorophenyl)cyclopropane-1,1-dicarboxamide hydrochloride Cl.C(C)C1=NOC(=N1)C=1C=C2C(=CC=NC2=CC1OC)OC1=CC=C(C=C1)NC(=O)C1(CC1)C(=O)NC1=CC=C(C=C1)F